BrC1=CC(=C(CCNC2=CC(=NC=N2)C2=CC(=C(/C(/N)=N/O)C=C2)OCC)C(=C1)F)F (Z)-4-(6-((4-Bromo-2,6-difluorophenethyl)amino)pyrimidin-4-yl)-2-ethoxy-N'-hydroxybenzimidamide